C(=O)O.COC=1C=C(CN2C=NC=3C2=NC=C(C3)C=3C=NN(C3)C)C=CC1OC(C)C=1C=NC(=CC1)OC 3-(3-methoxy-4-(1-(6-methoxypyridin-3-yl)ethoxy)benzyl)-6-(1-methyl-1H-pyrazol-4-yl)-3H-imidazo[4,5-b]pyridine formate